N-((3aS,4R,7S,7aR)-4-((1H-pyrazol-1-yl)methyl)-2,2-dimethyltetrahydro-4H-[1,3]dioxolo[4,5-c]pyran-7-yl)acetamide N1(N=CC=C1)C[C@H]1OC[C@@H]([C@@H]2[C@H]1OC(O2)(C)C)NC(C)=O